N[C@@H]1C[C@H](N(CC1)C(=O)OC(C)(C)C)C |o1:1,3| (2R,4S)-rel-tert-Butyl 4-amino-2-methylpiperidine-1-carboxylate